FC=1C=C(C=C(C1)F)[C@H]1[C@@H](CN(C1)CCOC)NC(=O)NC=1C(=NN(C1C)C(C)C)C1=CC=CC=C1 1-((3s,4r)-4-(3,5-difluorophenyl)-1-(2-methoxyethyl)pyrrolidin-3-yl)-3-(1-isopropyl-5-methyl-3-phenyl-1H-pyrazol-4-yl)urea